tert-butyl 2-(S)-hydroxymethylmorpholine-N-carboxylate OC[C@@H]1CN(CCO1)C(=O)OC(C)(C)C